[Pb].CC.CC.CC.CC tetra-ethane lead